O[C@@H](C)C1CN(C1)C1=C2C(=NC=C1)N(N=C2CNC(C=C)=O)C2=CC=C(C=C2)OC(F)(F)F N-[[4-[3-[(1S)-1-hydroxyethyl]azetidin-1-yl]-1-[4-(trifluoromethoxy)phenyl]pyrazolo[3,4-b]pyridin-3-yl]methyl]prop-2-enamide